N-(2-(tert-butylcarbamoyl)-4-cyano-6-methylphenyl)-1-(3-chloropyridin-2-yl)-3-((3-methyl-1,1-dioxidothietan-3-yl)oxy)-1H-pyrazole-5-carboxamide C(C)(C)(C)NC(=O)C1=C(C(=CC(=C1)C#N)C)NC(=O)C1=CC(=NN1C1=NC=CC=C1Cl)OC1(CS(C1)(=O)=O)C